NC1(CC1)[C@H]1CN(CC1)C=1N=CC(=NC1)C(=O)NC=1C=C(C=2N(C1)C=C(N2)C)F (R)-5-(3-(1-Aminocyclopropyl)pyrrolidin-1-yl)-N-(8-fluoro-2-methylimidazo[1,2-a]pyridin-6-yl)pyrazine-2-carboxamide